2-N-acetyl-1-thio-α-glucosamine C(C)(=O)N[C@H]1[C@@H](S)O[C@@H]([C@H]([C@@H]1O)O)CO